methyl 2-[1-(4-methoxypyridin-2-yl)pyrazol-4-yl]propanoate COC1=CC(=NC=C1)N1N=CC(=C1)C(C(=O)OC)C